FC=1C(=C(C(=O)O)C=CC1)N=[N+]=[N-] 3-fluoro-azidobenzoic acid